(6-chloro-3,4-dihydroquinoxalin-1(2H)-yl)(6-(4-(trifluoromethyl)phenyl)pyrazin-2-yl)methanone ClC=1C=C2NCCN(C2=CC1)C(=O)C1=NC(=CN=C1)C1=CC=C(C=C1)C(F)(F)F